(6R)-1-[(4-chlorophenyl)methyl]-6-(2-hydroxyethyl)-4,7-dimethyl-2-[3-(trifluoromethoxy)phenoxy]-1H,4H,5H,6H,7H,8H-imidazo[4,5-e][1,4]diazepine-5,8-dione ClC1=CC=C(C=C1)CN1C(=NC=2N(C([C@H](N(C(C21)=O)C)CCO)=O)C)OC2=CC(=CC=C2)OC(F)(F)F